CC1=C(C=CC(=C1)OC(F)(F)F)N1N=C(C=2C1=NC=CC2C=C)C2CN(C2)C(=O)OC(C)(C)C tert-butyl 3-(1-(2-methyl-4-(trifluoromethoxy)phenyl)-4-vinyl-1H-pyrazolo[3,4-b]pyridin-3-yl)azetidine-1-carboxylate